platinum-nickel-tin [Sn].[Ni].[Pt]